1,2,5-oxadiazole nitrogen [N].O1N=CC=N1